CNCC=1C=CC(=NC1)Cl N-methyl-2-chloropyridine-5-methylamine